ClC=1C=C2C(=NC=NC2=C(C1)C(F)(F)F)N[C@@H](C)C=1N(N=CN1)C1=NC=NC(=C1)Cl 6-Chloro-N-[(1S)-1-[2-(6-chloropyrimidin-4-yl)-1,2,4-triazol-3-yl]ethyl]-8-(trifluoromethyl)quinazolin-4-amine